(6-((5-bromo-2-((7-methoxy-1,2,3,4-tetrahydroisoquinolin-6-yl)amino)pyrimidin-4-yl)amino)quinoxalin-5-yl)dimethylphosphine oxide BrC=1C(=NC(=NC1)NC=1C=C2CCNCC2=CC1OC)NC=1C(=C2N=CC=NC2=CC1)P(C)(C)=O